C1(=CC=CC=C1)NC1=CC=2N(C3=CC=CC=C3C2C=C1)C1=CC=CC=C1 N,9-diphenylcarbazol-2-amine